C[C@H]1CN2C(C=3N1C=NC3)=CC(=N2)C23OCC(CC2)(CC3)COC3OCCCC3 (5S)-5-Methyl-9-(4-(((tetrahydro-2H-pyran-2-yl)oxy)methyl)-2-oxabicyclo[2.2.2]octan-1-yl)-5,6-dihydroimidazo[1,5-a]pyrazolo[5,1-c]pyrazine